6-bromo-8-(methoxymethyl)imidazo[1,2-a]pyridine BrC=1C=C(C=2N(C1)C=CN2)COC